FC=1C(=C(C=CC1F)[C@@H]1[C@H](O[C@]([C@@H]1C)(C(F)(F)F)C)C(=O)NC1=CC(=NC=C1)C(=O)N)C=C 4-[[(2S,3R,4R,5R)-3-(3,4-Difluoro-2-vinyl-phenyl)-4,5-dimethyl-5-(trifluoromethyl)tetrahydrofuran-2-carbonyl]amino]pyridin-2-carboxamid